C(COCC(=O)O)OCC(=O)O 2'-[1,2-ethanediylbis(oxy)]bis-acetic acid